(trimethylphosphino)methylcobalt CP(C)(C)C[Co]